CN(C(C)=O)[C@@H]1C(=NN(C1)C(=O)N[C@H](C)C=1C=NC(=NC1)C(F)(F)F)C1=CC=C(C=C1)C (S)-4-(N-methylacetamido)-3-(4-methylphenyl)-N-((R)-1-(2-(trifluoromethyl)pyrimidin-5-yl)ethyl)-4,5-dihydro-1H-pyrazole-1-carboxamide